tert-butyl (3-((4-(2-(3-chloro-4-(2-chloroethoxy)-5-cyanophenyl) propan-2-yl)phenoxy) methyl) bicyclo[1.1.1]pentan-1-yl)carbamate ClC=1C=C(C=C(C1OCCCl)C#N)C(C)(C)C1=CC=C(OCC23CC(C2)(C3)NC(OC(C)(C)C)=O)C=C1